C(CCC)C(C(=O)OCCCCCC(=O)OCC(COC(CCC(OCCCC\C=C/CC)OCCCC\C=C/CC)=O)COC(=O)OCC1CN(CCC1)CC)CCCCCC 6-(3-((4,4-bis(((Z)-oct-5-en-1-yl)oxy)butanoyl)oxy)-2-(((((1-ethylpiperidin-3-yl)methoxy)carbonyl)oxy)methyl)propoxy)-6-oxohexyl 2-butyloctanoate